ClC1=CC=C(C=C1)N1CC(CC1=O)C(=O)NCC1=C(C=CC=C1)Cl 1-(4-chlorophenyl)-N-[(2-chlorophenyl)methyl]-5-oxopyrrolidine-3-carboxamide